5-bromo-2-chloro-4-(methylthio)pyrimidine BrC=1C(=NC(=NC1)Cl)SC